C(#N)C1=C(C(=CC=C1)OC)[C@@H](C(=O)O)C (S)-2-(2-cyano-6-methoxyphenyl)propanoic acid